dodecylbenzenedisulfonic acid sodium dodecyl-benzenedisulfonate C(CCCCCCCCCCC)OS(=O)(=O)C=1C(=CC=CC1)S(=O)(=O)[O-].[Na+].C(CCCCCCCCCCC)C1=C(C(=CC=C1)S(=O)(=O)O)S(=O)(=O)O